N,3-dihydroxy-2-((4-((2-methyl-[1,1'-biphenyl]-3-yl)methoxy)benzyl)amino)propanamide ONC(C(CO)NCC1=CC=C(C=C1)OCC=1C(=C(C=CC1)C1=CC=CC=C1)C)=O